phenylsulfone C1(=CC=CC=C1)S(=O)(=O)C1=CC=CC=C1